COC1=NC(=NC(=C1)OC)NC(=O)NS(=O)(=O)N(S(=O)(=O)C)C N-[[[[(4,6-dimethoxy-2-pyrimidinyl)amino]carbonyl]amino]sulfonyl]-N-methylmethanesulfonamide